(S)-(2-((tert-butoxycarbonyl)amino)propanamido)methyl acetate C(C)(=O)OCNC([C@H](C)NC(=O)OC(C)(C)C)=O